IC1=CC=C(C=C1)C(C)C1=CC=C(C=C1)I 1,1-bis(4-iodophenyl)-ethane